7-chloro-6-(1-methyl-1H-pyrazol-4-yl)-N-(trans-4-morpholinocyclohexyl)-9H-pyrimido[4,5-b]indol-4-amine ClC1=C(C=C2C3=C(NC2=C1)N=CN=C3N[C@@H]3CC[C@H](CC3)N3CCOCC3)C=3C=NN(C3)C